Tert-butyl carbamate acetate C(C)(=O)O.C(N)(OC(C)(C)C)=O